N-(3,5-dichloro-4-(2,6-dioxopiperidin-3-yl)benzyl)-4-(1-(tetrahydro-2H-pyran-2-yl)-1H-indazol-6-yl)tetrahydro-2H-pyran-4-carboxamide ClC=1C=C(CNC(=O)C2(CCOCC2)C2=CC=C3C=NN(C3=C2)C2OCCCC2)C=C(C1C1C(NC(CC1)=O)=O)Cl